ClC1=NC=C(C(=N1)O[C@@H](C)C1=CC=C(C=C1)C=1N(C=C(N1)C(F)(F)F)C)OC (S)-2-Chloro-5-methoxy-4-(1-(4-(1-methyl-4-(trifluoromethyl)-1H-imidazol-2-yl)phenyl)ethoxy)pyrimidine